2-(diethylcarbamoylamino)-4-[2-pyrazol-1-ylethyl-[4-(5,6,7,8-tetrahydro-1,8-naphthyridin-2-yl)butyl]amino]butanoic acid C(C)N(C(=O)NC(C(=O)O)CCN(CCCCC1=NC=2NCCCC2C=C1)CCN1N=CC=C1)CC